N\C(\S(=O)(=O)O)=N/NC1=CC=C(C=C1)F (E)-amino(2-(4-fluorophenyl)hydrazono)methanesulfonic acid